COC(=O)C=1N=C2C(=C3CN(CCC13)CC1=CC=CC=C1)CNC2=O 8-benzyl-3-oxo-2,3,6,7,8,9-hexahydro-1H-2,4,8-triaza-cyclopenta[a]naphthalene-5-carboxylic acid methyl ester